tert-butyl-(2-(6-((5-chloro-4-((2-(N,N-dimethylaminosulfonyl)phenyl)amino)pyrimidin-2-yl)amino)-3,4-dihydroisoquinolin-2(1H)-yl)ethyl)(methyl)carbamate C(C)(C)(C)OC(N(C)CCN1CC2=CC=C(C=C2CC1)NC1=NC=C(C(=N1)NC1=C(C=CC=C1)S(=O)(=O)N(C)C)Cl)=O